C(CCCCCCCCCCCCC)NC(C(=O)[O-])C myristylaminopropionate